FC(C1=NN=C(O1)C=1C=CC(=NC1)CN1N=NC(=C1)C1=C2C(=CNC2=CC=C1)CN1CCOCC1)F 4-((4-(1-((5-(5-(difluoromethyl)-1,3,4-oxadiazol-2-yl)pyridin-2-yl)methyl)-1H-1,2,3-triazol-4-yl)-1H-indol-3-yl)methyl)morpholine